N-[(2S)-1-(3-cyanoazetidin-1-yl)-5-[[(1R,2S)-2-(4-fluorophenyl)cyclopropyl]amino]-1-oxopentan-2-yl]-4-(1H-imidazol-1-yl)benzamide C(#N)C1CN(C1)C([C@H](CCCN[C@H]1[C@@H](C1)C1=CC=C(C=C1)F)NC(C1=CC=C(C=C1)N1C=NC=C1)=O)=O